methyl 5-bromo-3-fluoro-2-methyl-benzoate BrC=1C=C(C(=C(C(=O)OC)C1)C)F